NC1=NC=C(C=C1C=1C=C2CCNC(C2=CC1F)=O)C1=CC=C(C=C1)C1CCN(CC1)CC 6-(2-amino-5-(4-(1-ethylpiperidin-4-yl)phenyl)pyridin-3-yl)-7-fluoro-3,4-dihydroisoquinolin-1(2H)-one